(±)-(4Z)-2-[[cis-3-Methoxycycloheptyl]amino]-4-[(1-methylindazol-5-yl)methylene]-1H-imidazol-5-one CO[C@H]1C[C@H](CCCC1)NC=1NC(/C(/N1)=C/C=1C=C2C=NN(C2=CC1)C)=O |r|